galactosyl-L-rhamnose C1([C@H](O)[C@@H](O)[C@@H](O)[C@H](O1)CO)C(=O)[C@H](O)[C@H](O)[C@@H](O)[C@@H](O)C